CC1=CCC2C(C1)C2(C)C carene